NC1=NC=C(C=N1)C1=CC=C(C=C1)N 2-amino-5-(4-aminophenyl)pyrimidine